(±)-trans-N-[8-amino-6-(4-cyano-2-methyl-phenyl)-3-isoquinolyl]-2-cyano-cyclopropanecarboxamide NC=1C=C(C=C2C=C(N=CC12)NC(=O)[C@H]1[C@@H](C1)C#N)C1=C(C=C(C=C1)C#N)C |r|